3-(isoxazol-3-yl)-1H-1,2,4-triazole-5-carboxylic acid ethyl ester C(C)OC(=O)C1=NC(=NN1)C1=NOC=C1